BrC=1C=C(C=CC1)C1(C(C1)(F)F)C(=O)OC Methyl 1-(3-bromophenyl)-2,2-difluorocyclopropanecarboxylate